N-benzyl-benzenesulfonamide C(C1=CC=CC=C1)NS(=O)(=O)C1=CC=CC=C1